[C@@H]12N(C[C@@H](NC1)CC2)C2=NC(=NC1=C(C(=C(C=C21)F)C2=CC(=CC1=CC=C(C(=C21)CC)F)O)F)OC[C@H]2N(C[C@@H](C2)F)C 4-(4-((1S,4S)-2,5-diazabicyclo[2.2.2]octan-2-yl)-6,8-difluoro-2-(((2S,4R)-4-fluoro-1-methylpyrrolidin-2-yl)methoxy)quinazolin-7-yl)-5-ethyl-6-fluoronaphthalen-2-ol